methoxy-5,6-dihydropyrrolo[2,1-a]isoquinoline-9-carboxamide COC=1C=CN2C1C1=CC(=CC=C1CC2)C(=O)N